7-chloro-N-[(2S)-1-({(1S)-1-cyano-2-[(3S)-2-oxopyrrolidin-3-yl]ethyl}amino)-4,4-dimethyl-1-oxopentan-2-yl]-1H-indole-2-carboxamide ClC=1C=CC=C2C=C(NC12)C(=O)N[C@H](C(=O)N[C@@H](C[C@H]1C(NCC1)=O)C#N)CC(C)(C)C